C(N)([O-])=O.[NH4+].C(N)([O-])=O.[NH4+] Ammonium carbamat Ammonium carbamat